C(CCCCCCC\C=C/C[C@H](O)CCCCCC)(=O)[O-].C(CCCCCCC\C=C/C[C@H](O)CCCCCC)(=O)[O-].[Zn+2] zinc bis(ricinoleate)